1-(11Z,14Z-eicosadienoyl)-2-(9Z-octadecenoyl)-glycero-3-phosphoserine CCCCCCCC/C=C\CCCCCCCC(=O)O[C@H](COC(=O)CCCCCCCCC/C=C\C/C=C\CCCCC)COP(=O)(O)OC[C@@H](C(=O)O)N